2-Amino-3-iodo-5-(trifluoromethyl)-4-(3-(trifluoromethyl)isothiazol-5-yl)benzoic acid NC1=C(C(=O)O)C=C(C(=C1I)C1=CC(=NS1)C(F)(F)F)C(F)(F)F